5-[18F]-fluoro-2-pyridineformylglycine [18F]C=1C=CC(=NC1)C(=O)C(N)C(=O)O